2-allyl-4,4-dimethyl-pyrrolidine-1-carboxylic acid tert-butyl ester C(C)(C)(C)OC(=O)N1C(CC(C1)(C)C)CC=C